ClC1=CC=C2C(=C(N(C2=C1F)C=1C=NN(C1)CCC)OC)SC=1C(=C(C(=O)O)C=CC1)F 3-((6-chloro-7-fluoro-2-methoxy-1-(1-propyl-1H-pyrazol-4-yl)-1H-indol-3-yl)thio)-2-fluorobenzoic acid